FC=1C=C(C=CC1N1CC2(CS(C2)=O)C1)N1C(O[C@H](C1)CNS(=O)(=O)C)=O (R)-N-((3-(3-fluoro-4-(2-oxo-2-thia-6-azaspiro[3.3]hept-6-yl)phenyl)-2-oxooxazolidin-5-yl)methyl)methanesulfonamide